C(C1=CC=CC=C1)N1C[C@@H]2[C@@H](C1)C(NC2)=O (1R,3aS,6aR)-5-benzyl-3-oxooctahydropyrrolo[3,4-c]pyrrol